trans-cholesterol cinnamate C(C=CC1=CC=CC=C1)(=O)O[C@@H]1CC2=CC[C@H]3[C@@H]4CC[C@H]([C@@H](CCCC(C)C)C)[C@]4(CC[C@@H]3[C@]2(CC1)C)C